3-bromo-1-(3-chloropyridin-2-yl)-N-(2,4-dichloro-6-(ethylcarbamoyl)phenyl)-N-methyl-1H-pyrazole-5-carboxamide BrC1=NN(C(=C1)C(=O)N(C)C1=C(C=C(C=C1C(NCC)=O)Cl)Cl)C1=NC=CC=C1Cl